The molecule is a glycosylmannose consisting of an beta-D-galactosyl residue attached to alpha-D-mannose at the 3-position. It has a role as an epitope. C([C@@H]1[C@H]([C@@H]([C@@H]([C@H](O1)O)O)O[C@H]2[C@@H]([C@H]([C@H]([C@H](O2)CO)O)O)O)O)O